L(-)-Asparagin N[C@@H](CC(N)=O)C(=O)O